ClC=1C(=C(C=CC1Cl)NC1=NC=NC2=CC(=C(C=C12)OC1CC(C1)NC(C=C)=O)OC)F N-((1r,3r)-3-((4-((3,4-dichloro-2-fluorophenyl)amino)-7-methoxyquinazolin-6-yl)oxy)cyclobutyl)acrylamide